tert-butyl (3-(3-(2-((5-methyl-4-(1-(2-methylbenzoyl)indolin-5-yl)thiazol-2-yl)amino)-2-oxoethyl)phenoxy)propyl)carbamate CC1=C(N=C(S1)NC(CC=1C=C(OCCCNC(OC(C)(C)C)=O)C=CC1)=O)C=1C=C2CCN(C2=CC1)C(C1=C(C=CC=C1)C)=O